Butylantimonat C(CCC)O[Sb]([O-])([O-])=O